2-(1H-1,3-benzodiazol-2-ylsulfanyl)-1-(piperidin-1-yl)ethan-1-one N1C(=NC2=C1C=CC=C2)SCC(=O)N2CCCCC2